OC=1C=C(C=CC1OP(=O)(O)O)C[C@@](C(=O)O)(NNC(=O)C=1C=NC=CC1)C (2S)-3-(3-hydroxy-4-phosphonooxyphenyl)-2-methyl-2-[2-(pyridin-3-carbonyl)hydrazinyl]propanoic acid